(S)-N-methyl-N-(2-((4aS,5aR)-5a-methyl-1,4,4a,5,5a,6-hexahydrocyclopropa[f]indazol-3-yl)-7-(trifluoromethyl)-1H-benzo[d]imidazol-5-yl)-2-morpholinopropanamide CN(C([C@H](C)N1CCOCC1)=O)C1=CC2=C(NC(=N2)C2=NNC=3C[C@@]4([C@H](CC23)C4)C)C(=C1)C(F)(F)F